6-amino-N-[(1-methylcyclobutyl)methyl]-2,2-difluoro-1,3-benzodiazole-5-carboxamide NC=1C(=CC=2C(=NC(N2)(F)F)C1)C(=O)NCC1(CCC1)C